FC=1C=CC2=C(N=CN2)C1F 6,7-difluorobenzimidazole